C(C)C1(COC1)COCC(OC(C)O)C 2-(3-ethyl-oxetan-3-ylmethoxy)-1-methyl-ethoxy-ethanol